methyl trans-4-[(3-cyano-5-fluoro-anilino)methyl]cyclohexanecarboxylate C(#N)C=1C=C(NC[C@@H]2CC[C@H](CC2)C(=O)OC)C=C(C1)F